BrC=1C=NN2C1C=C(C=C2)OC 3-bromo-5-methoxypyrazolo[1,5-a]pyridine